C(C)(C)(C)C1N(CCC(C1)OCCOCC1=CC=CC=C1)C(=O)O tert-Butyl-4-(2-(benzyloxy)ethoxy)piperidine-1-carboxylic acid